C1(=CC=CC=C1)OS(=O)(=O)C1=CC=C(C=C1)F phenyl-4-fluorobenzenesulfonate